rac-5-fluoro-1-(((5S,7S,8R)-8-fluoro-7-methyl-2-oxo-1-oxa-3-azaspiro[4.5]decan-7-yl)methyl)-1H-benzo[d]imidazole-6-carbonitrile FC1=CC2=C(N(C=N2)C[C@@]2(C[C@]3(CNC(O3)=O)CC[C@H]2F)C)C=C1C#N |r|